1-[1-(4-Chlorophenyl)cyclopropanecarbonyl]-4-methyl-N-[(1S)-1-(2-amino-2-oxo-ethyl)prop-2-ynyl]pyrrolidine-2-carboxamide ClC1=CC=C(C=C1)C1(CC1)C(=O)N1C(CC(C1)C)C(=O)N[C@H](C#C)CC(=O)N